C(C#CC)N1CCC(CC1)C1=C2N(N=C1)C(=C(N2)C2=CC=C(C=C2)OC2=C(C=CC=C2)F)C(=O)N 7-(1-(but-2-ynyl)piperidin-4-yl)-2-(4-(2-fluorophenoxy)phenyl)-1H-imidazo[1,2-b]Pyrazole-3-carboxamide